5-(3-bromo-5-fluoro-4-methoxyphenyl)hexane-1,5-diol BrC=1C=C(C=C(C1OC)F)C(CCCCO)(C)O